5-methyl-7-(4,4,5,5-tetramethyl-1,3,2-dioxaborolan-2-yl)-1H-indole CC=1C=C2C=CNC2=C(C1)B1OC(C(O1)(C)C)(C)C